(R)-(1-(3-(3-(2-cyano-2-(pyridin-2-yl)vinyl)phenoxy)propanamido)-2-phenylethyl)Boric acid C(#N)C(=CC=1C=C(OCCC(=O)N[C@@H](CC2=CC=CC=C2)OB(O)O)C=CC1)C1=NC=CC=C1